4-((2-chloro-6-methoxy-1H-benzo[d]imidazol-1-yl)methyl)benzonitrile ClC1=NC2=C(N1CC1=CC=C(C#N)C=C1)C=C(C=C2)OC